6-(5-chloro-6-methoxypyridin-3-yl)pyrimidine-4-carboxylic acid methyl ester COC(=O)C1=NC=NC(=C1)C=1C=NC(=C(C1)Cl)OC